[1-[2-[1-(7-fluoro-1-methyl-[1,2,4]triazolo[4,3-a]quinazolin-5-yl)-3,4-dihydro-2H-quinolin-5-yl]ethynyl]cyclopropyl]methanol FC=1C=C2C(=NC=3N(C2=CC1)C(=NN3)C)N3CCCC1=C(C=CC=C31)C#CC3(CC3)CO